1-(9Z,12Z-octadecadienoyl)-2-(9Z-heptadecenoyl)-glycero-3-phospho-(1'-sn-glycerol) CCCCCCC/C=C\CCCCCCCC(=O)O[C@H](COC(=O)CCCCCCC/C=C\C/C=C\CCCCC)COP(=O)(O)OC[C@H](CO)O